C[C@@H]1N(C[C@@H](C1)OC=1C=CC=2N(C1)N=CC2)CC2=CN=C(S2)NC(C)=O N-(5-(((2S,4R)-2-methyl-4-(pyrazolo[1,5-a]pyridin-6-yloxy)pyrrolidin-1-yl)methyl)thiazol-2-yl)acetamide